O=C1N(CCC(N1)=O)C=1C=CCC2C1NCC=N2 8-(2,4-dioxotetrahydropyrimidin-1(2H)-yl)-1,2,4a,5-Tetrahydrobenzo[b]pyrazine